C(C)(C)(C)[Si](CC=C)(CC=C)CC=C t-butyltriallyl-silicon